2-(4-amino-2-chloro-5-fluorophenyl)-N-(2,2,2-trifluoroethyl)propanamide NC1=CC(=C(C=C1F)C(C(=O)NCC(F)(F)F)C)Cl